trans-(1,2-Diazidocyclohexyl)benzene N(=[N+]=[N-])[C@]1([C@@H](CCCC1)N=[N+]=[N-])C1=CC=CC=C1